CN1C(CN=C(C2=C1C=CC(=C2)[N+](=O)[O-])C2=C(C=CC=C2)SC(C)C(C)S)=O 1-methyl-7-nitro-5-{2-[(3-sulfanylbutan-2-yl)sulfanyl]phenyl}-1,3-dihydro-2H-1,4-benzodiazepin-2-one